N-[1-[2-[[1-[2-(dimethylamino)ethyl]-3-methyl-pyrazol-4-yl]amino]-5-fluoro-pyrimidin-4-yl]-3-methyl-indol-5-yl]prop-2-enamide CN(CCN1N=C(C(=C1)NC1=NC=C(C(=N1)N1C=C(C2=CC(=CC=C12)NC(C=C)=O)C)F)C)C